C(C)(C)(C)OC(=O)N1CC(C(CC1)N1C(N(C2=NC(=NC=C2C1)SC)C)=O)C1=CC=CC=C1 4-(1-methyl-7-methylsulfanyl-2-oxo-4H-pyrimido[4,5-d]pyrimidin-3-yl)-3-phenyl-piperidine-1-carboxylic acid tert-butyl ester